BrC=1C=C(C=CC1)C(=O)C1=CNC2=CC=CC=C2C1C1=CC=CC=C1 (3-bromophenyl)(4-phenyl-1,4-dihydroquinolin-3-yl)methanone